COC1=C(C(=CC=C1)OC)C1=CNC2=NC(=CC=C21)NC(=O)NC[C@@H](CN(C)C)F 1-[3-(2,6-dimethoxyphenyl)-1H-pyrrolo[2,3-b]pyridin-6-yl]-3-[(2S)-3-(dimethylamino)-2-fluoropropyl]urea